OCOC(=O)C1CCCCC1 (hydroxymethyl)cyclohexane-1-carboxylate